(4-(4-(7,8-dihydroxy-4-oxo-4H-chromen-3-yl)phenyl)butyl)triphenylphosphonium bromide [Br-].OC1=CC=C2C(C(=COC2=C1O)C1=CC=C(C=C1)CCCC[P+](C1=CC=CC=C1)(C1=CC=CC=C1)C1=CC=CC=C1)=O